Docosyl ((S)-(((2R,3S,5R)-5-(6-amino-2-fluoro-9H-purin-9-yl)-2-ethynyl-3-(((hexyloxy)carbonyl)oxy)tetrahydrofuran-2-yl)methoxy)(phenoxy)phosphoryl)-L-phenylalaninate NC1=C2N=CN(C2=NC(=N1)F)[C@H]1C[C@@H]([C@@](O1)(C#C)CO[P@](=O)(OC1=CC=CC=C1)N[C@@H](CC1=CC=CC=C1)C(=O)OCCCCCCCCCCCCCCCCCCCCCC)OC(=O)OCCCCCC